C1=CC=CC=2C=CC=3C(=C4C=CC=CC4=NC3C21)CCCCCCCCCCCCCCCCCCC2=C1C=CC=CC1=NC=1C3=C(C=CC21)C=CC=C3 1,18-bis(7-benzo[c]acridinyl)octadecane